(4-([2,2':6',2''-terpyridyl]-4'-yl)phenyl)boronic acid N1=C(C=CC=C1)C1=NC(=CC(=C1)C1=CC=C(C=C1)B(O)O)C1=NC=CC=C1